OCCOC=1C=C(C=C(C1OCCO)C)C1(C2=CC=CC=C2C=2C=CC=CC12)C1=CC(=C(C(=C1)C)OCCO)OCCO 9,9-bis[3,4-bis(2-hydroxyethoxy)-5-methylphenyl]fluorene